C(C)(C)(C)N1CCN(CC1)CC1=CC(=C(CNC2=C3C(N(C(C3=CC=C2)=O)C2C(NC(CC2)=O)=O)=O)C=C1)C 4-(4-((4-tert-butylpiperazin-1-yl)methyl)-2-methylbenzylamino)-2-(2,6-dioxopiperidin-3-yl)isoindoline-1,3-dione